C(C)OC(C(CCCOCC(C)(C)N(CC1=CC=CC=C1)CC1=CC=CC=C1)(C(F)(F)F)O)=O 5-[2-(dibenzylamino)-2-methyl-propoxy]-2-hydroxy-2-(trifluoromethyl)pentanoic acid ethyl ester